[C@@H]12N(CC[C@H]2C1)CC1=CC(=C2CN(C(C2=C1)=O)C1=NC(=CC(=C1)C1=C(C=C(C#N)C=C1)C1=NN=CN1C)C1CC1)F 4-(2-{6-[(1R,5S)-2-azabicyclo[3.1.0]hex-2-ylmethyl]-4-fluoro-1-oxo-3H-isoindol-2-yl}-6-cyclopropylpyridin-4-yl)-3-(4-methyl-1,2,4-triazol-3-yl)benzonitrile